C(C)(C)(C)OC(=O)N1CCC(CC1)OCC#CC1=CC=CC=2N(C(N(C21)C)=O)C2C(NC(CC2)=O)=O.O(C2=CC=CC=C2)C2=CC=C(C=C2)C2=NC=CC=C2 2-(4-(phenoxy)phenyl)pyridine Tert-butyl-4-((3-(1-(2,6-dioxopiperidin-3-yl)-3-methyl-2-oxo-2,3-dihydro-1H-benzo[d]imidazol-4-yl)prop-2-yn-1-yl)oxy)piperidine-1-carboxylate